tabun (dimethylamino ethyl hydrogen phosphonate) CN(C)CCP(O)(O)=O.O=P(C#N)(N(C)C)OCC